CN(C([C@H](CO)NC(=O)C=1C=NC2=C(C=CC=C2C1)C1=CCC(CC1)C(F)(F)F)=O)C N-((S)-1-(dimethylamino)-3-hydroxy-1-oxopropan-2-yl)-8-(4-(trifluoromethyl)cyclohex-1-en-1-yl)quinoline-3-carboxamide